C(C)C1(CCNCC1)CNC(OC(C)(C)C)=O tert-butyl ((4-ethylpiperidin-4-yl)methyl)carbamate